(R)-4-methoxy-6-(5-methyl-1-(1-(pyrrolidine-3-carbonyl)piperidin-4-yl)-1H-pyrazol-4-yl)pyrazolo[1,5-a]pyridine-3-carbonitrile COC=1C=2N(C=C(C1)C=1C=NN(C1C)C1CCN(CC1)C(=O)[C@H]1CNCC1)N=CC2C#N